CN(CCCN(CCC(N)CC(C)O)CCCN(C)C)C N,N-bis(3-dimethylaminopropyl)-N-[(2-hydroxypropyl)-3-aminopropyl]amine